C(#N)[B-](C#N)(C#N)C#N.C[N+]1=CC=CC=C1 N-methylpyridinium tetracyanoborate